beta-chloroethyl-nitrosourea ClCCN(C(=O)N)N=O